N-(2-ethyl-6-(1-(3-morpholinopropylsulfonyl)piperidin-4-yl)imidazo[1,2-a]pyridin-3-yl)-4-(4-fluorophenyl)-N-methylthiazol-2-amine C(C)C=1N=C2N(C=C(C=C2)C2CCN(CC2)S(=O)(=O)CCCN2CCOCC2)C1N(C=1SC=C(N1)C1=CC=C(C=C1)F)C